[O-]S(=O)(=O)C(F)(F)F.ClC1=CC=C(C=C1)C(=C[S+]1CCCC1)C1=CC=C(C=C1)Cl 1-(2,2-di(4-chlorophenyl)vinyl)tetrahydro-1H-thiophen-1-ium triflate